3,5,3',5'-tetramethylbiphenyl CC=1C=C(C=C(C1)C)C1=CC(=CC(=C1)C)C